trimethylnaphthalene-2-carbaldehyde CC1=C(C(=C(C2=CC=CC=C12)C)C=O)C